6-Amino-3-((1S,3S)-3-(3-amino-4-methyl-1H-pyrazol-1-yl)-4'-chloro-1',2'-dihydrospiro[cyclopentane-1,3'-pyrrolo[2,3-b]pyridin]-5'-yl)-2-fluoro-N,N-dimethylbenzamide NC1=CC=C(C(=C1C(=O)N(C)C)F)C=1C(=C2C(=NC1)NC[C@@]21C[C@H](CC1)N1N=C(C(=C1)C)N)Cl